N-(4-(4-amino-1-methyl-7-(1-(1,2,2-trimethylpiperidin-4-yl)-1H-pyrazol-4-yl)-1H-pyrazolo[4,3-c]pyridin-3-yl)-2-((S)-1-(4-chlorophenyl)ethoxy)phenyl)-1,1-difluoromethane-sulfonamide NC1=NC=C(C2=C1C(=NN2C)C2=CC(=C(C=C2)NS(=O)(=O)C(F)F)O[C@@H](C)C2=CC=C(C=C2)Cl)C=2C=NN(C2)C2CC(N(CC2)C)(C)C